3-(thiophen-2-yl)butan-1-ol tert-butyl-(R)-(1-(3-(2-cyclopropyl-1,1-difluoro-2-oxoethyl)-2-fluorophenyl)ethyl)-carbamate C(C)(C)(C)N(C(=O)OCCC(C)C=1SC=CC1)[C@H](C)C1=C(C(=CC=C1)C(C(=O)C1CC1)(F)F)F